NOCC1CNCCC1 3-[(aminooxy)methyl]piperidine